tert-butyl 4-(4-hydroxy-6-oxo-3,4,5,6-tetrahydro-1H-pyrano[4,3-b]thieno[3,2-d]pyridin-8-yl)-1H-pyrazole-1-carboxylate OC1COCC2=C1NC(C1=C2C=C(S1)C=1C=NN(C1)C(=O)OC(C)(C)C)=O